1-{2-[4-(4-aminopiperidin-1-yl)-3-(3-fluoro-5-methylphenyl)quinolin-6-yl]-6-fluorophenyl}-3-methoxy-3-methylurea NC1CCN(CC1)C1=C(C=NC2=CC=C(C=C12)C1=C(C(=CC=C1)F)NC(=O)N(C)OC)C1=CC(=CC(=C1)C)F